diethyl-4-vinylphenylsilane C(C)[SiH](C1=CC=C(C=C1)C=C)CC